FC1=CC=C(C=C1)C1N(CC(N(C1)C(=O)OC(C)(C)C)C)C(C(F)(F)F)=O tert-butyl 5-(4-fluorophenyl)-2-methyl-4-(2,2,2-trifluoroacetyl)piperazine-1-carboxylate